7-(tert-butyl) 8-ethyl (8S,8aS)-2-(3-((benzyloxy) methyl) bicyclo[1.1.1]Pentane-1-yl)-1,3-dioxohexahydroimidazo[1,5-a]Pyrazine-7,8(1H)-dicarboxylate C(C1=CC=CC=C1)OCC12CC(C1)(C2)N2C(N1[C@@H]([C@H](N(CC1)C(=O)OC(C)(C)C)C(=O)OCC)C2=O)=O